2-cyclopropyl-1-((1R,3s,5S)-3-((4-(3,6-dihydro-2H-pyran-4-yl)-6-((5-methyl-1H-pyrazol-3-yl)amino)pyrimidin-2-yl)(methyl)amino)-9-azabicyclo[3.3.1]nonan-9-yl)ethan-1-one C1(CC1)CC(=O)N1[C@H]2CC(C[C@@H]1CCC2)N(C)C2=NC(=CC(=N2)C=2CCOCC2)NC2=NNC(=C2)C